14-hydroxytetradecenoate OCCCCCCCCCCCC=CC(=O)[O-]